tert-Butyl 1-((R)-(3-fluoropyridin-4-yl)(hydroxy)methyl)-4-methyl-7-azabicyclo[2.2.1]heptane-7-carboxylate FC=1C=NC=CC1[C@H](C12CCC(CC1)(N2C(=O)OC(C)(C)C)C)O